calcium diketogluconate O=C([C@H](O)[C@@H](O)[C@H](O)[C@H](O)CO)[O-].O=C([C@H](O)[C@@H](O)[C@H](O)[C@H](O)CO)[O-].[Ca+2]